N-(2-methoxy-3-{[2-(pyrrolidin-1-yl)ethoxy]methyl}-6H,7H,8H,9H,10H-cyclohepta[b]1,5-naphthyridin-11-yl)-1-(pyridin-3-yl)piperidin-4-amine COC=1N=C2C(=C3C(=NC2=CC1COCCN1CCCC1)CCCCC3)NC3CCN(CC3)C=3C=NC=CC3